perfluoro-n-tridecyl-carboxylic acid FC(C(C(C(C(C(C(C(C(C(C(C(C(F)(F)F)(F)F)(F)F)(F)F)(F)F)(F)F)(F)F)(F)F)(F)F)(F)F)(F)F)(F)F)(C(=O)O)F